2-chloro-4-fluorobenzyl azide ClC1=C(CN=[N+]=[N-])C=CC(=C1)F